ClC=1C(=NC(=NC1)NC1CCC(CC1)NC(C)=O)C1=NC(=CC=C1)C1=CC=C(C=C1)F N-((1s,4s)-4-((5-chloro-4-(6-(4-fluorophenyl)pyridin-2-yl)pyrimidin-2-yl)amino)cyclohexyl)acetamide